(R)-N-(2-(4-Cyanothiazolidin-3-yl)-2-oxoethyl)-6-(pyrimidin-5-yl)-quinoline-4-carboxamide C(#N)[C@H]1N(CSC1)C(CNC(=O)C1=CC=NC2=CC=C(C=C12)C=1C=NC=NC1)=O